2-Pentendialdehyd C(C=CCC=O)=O